5-(imidazo[1,2-a]pyrimidin-6-yl)-7H-pyrrolo[2,3-d]pyrimidine N=1C=CN2C1N=CC(=C2)C2=CNC=1N=CN=CC12